ClC1=C(C=NNC1=O)N1C[C@@H](CC1)OC1=NC=CC(=C1)C1CCC(CC1)C(=O)O (R)-4-(2-((1-(5-chloro-6-oxo-1,6-dihydropyridazin-4-yl)pyrrolidin-3-yl)oxy)pyridin-4-yl)cyclohexane-1-carboxylic acid